C(N)(=O)N1CCOCC1 carbamoyl-morpholine